glutarimide methacrylate C(C(=C)C)(=O)O.C1(CCCC(N1)=O)=O